C(C)(C)N1C(=NC2=NC=C(C=C21)C=2C=CN1N=C(N=CC12)NCC1OCCC1)C 5-(1-isopropyl-2-methyl-1H-imidazo[4,5-b]pyridin-6-yl)-N-((tetrahydrofuran-2-yl)methyl)pyrrolo[2,1-f][1,2,4]triazin-2-amine